2-acetyl-7-chloro-9H-indeno[2,1-d]pyrimidin-9-one C(C)(=O)C=1N=CC2=C(N1)C(C=1C=C(C=CC12)Cl)=O